3-methyl-8-(trifluoromethoxy)-2,3,4,5-tetrahydro-1H-benzo[4,5]thieno[2,3-d]azepine CN1CCC2=C(CC1)C1=C(S2)C=C(C=C1)OC(F)(F)F